tert-Butyl (5-(5-amino-6-chloro-2-methyl-2H-indazol-4-yl)pent-4-yn-1-yl)carbamate NC1=C(C2=CN(N=C2C=C1Cl)C)C#CCCCNC(OC(C)(C)C)=O